C1(CCCCC1)CNC1=NC(=NC=C1C=O)SC 4-((cyclohexylmethyl)amino)-2-(methylthio)pyrimidine-5-carbaldehyde